N1=CC=C(C=C1)\C=N\NC1=NC=NC(=C1)N/N=C/C1=CC=NC=C1 4,6-bis(2-((E)-pyridin-4-ylmethylene)hydrazinyl)pyrimidin